FC([C@@H]1CN=C2N1C1=CC=C(C=C1C(N2CC=2C=NN(C2)C)=O)S(=O)(=O)NC2(CC2)C)(F)F (S)-1-trifluoromethyl-4-((1-methyl-1H-pyrazol-4-yl)-methyl)-N-(1-methylcyclopropyl)-5-oxo-1,2,4,5-tetra-hydroimidazo-[1,2-a]quinazoline-7-sulfonamide